C(C)(=O)[C@H]1CN(CC1)C(=O)OC(C)(C)C t-butyl (R)-3-acetylpyrrolidine-1-carboxylate